2,8-bis{[2-cyano-pyridin-3-yl]methyl}-2,8-diazaspiro[5.5]undecane-1,7-dione C(#N)C1=NC=CC=C1CN1C(C2(CCC1)C(N(CCC2)CC=2C(=NC=CC2)C#N)=O)=O